N-[(1S)-1-cyclohexyl-2-[4-(3,5-dimethyl-1H-pyrazol-4-yl)anilino]-2-oxo-ethyl]-1H-pyrrolo[2,3-c]pyridine-3-carboxamide C1(CCCCC1)[C@@H](C(=O)NC1=CC=C(C=C1)C=1C(=NNC1C)C)NC(=O)C1=CNC2=CN=CC=C21